O1C(=NC2=C1C=CC=C2)C=2N=C(N(C(C2O)=O)C)N(C)C(C2=CC=C(C(=O)O)C=C2)C2=CC=CC=C2 4-(((4-(benzo[d]oxazol-2-yl)-5-hydroxy-1-methyl-6-oxo-1,6-dihydropyrimidin-2-yl)(methyl)amino)(phenyl)methyl)benzoic acid